6-bromo-4-((3-fluoropyridin-2-yl)(tetrahydro-2H-pyran-4-yl)methyl)-2-methyl-4H-thieno[2',3':4,5]pyrrolo[3,2-b]pyridine-3-carboxylic acid ethyl ester C(C)OC(=O)C1=C(SC2=C1N(C=1C2=NC=C(C1)Br)C(C1CCOCC1)C1=NC=CC=C1F)C